C(CCC)OC(=O)NC1=NC=CC=C1B(O)O 2-(BUTOXYCARBONYLAMINO)PYRIDIN-3-YLBORONIC ACID